6-fluoro-1-methyl-2-oxoindolin FC1=CC=C2CC(N(C2=C1)C)=O